5-benzyl-N-((3S,4R)-4-fluoro-1-methyl-2-oxo-2,3,4,5-tetrahydro-1H-benzo[b]azepin-3-yl)-4H-1,2,4-triazole-3-carboxamide C(C1=CC=CC=C1)C=1NC(=NN1)C(=O)N[C@@H]1[C@@H](CC2=C(N(C1=O)C)C=CC=C2)F